2-chloro-1-fluoro-4-isocyanato-benzene ClC1=C(C=CC(=C1)N=C=O)F